ClC=1C=CC(=NC1)C1(OC2=C(O1)C=CC=C2C2CCN(CC2)CC2=NC=C(C=C2C)C2=NN=C(N2)C(F)(F)F)C 2-({4-[2-(5-Chloropyridin-2-yl)-2-methyl-2H-1,3-Benzodioxol-4-yl]piperidin-1-yl}methyl)-3-methyl-5-[5-(trifluoromethyl)-4H-1,2,4-triazol-3-yl]pyridine